methyl 3-(2-(methyl(3-(trifluoromethyl)benzyl)amino)phenyl)acrylate CN(C1=C(C=CC=C1)C=CC(=O)OC)CC1=CC(=CC=C1)C(F)(F)F